4-(2-amino-2-methylpropanoyl)-N-(1-(4-((trans-4-amino-3-hydroxypiperidin-1-yl)methyl)phenyl)-2-oxo-1,2-dihydropyrimidin-4-yl)piperazine-1-carboxamide hydrochloride salt Cl.NC(C(=O)N1CCN(CC1)C(=O)NC1=NC(N(C=C1)C1=CC=C(C=C1)CN1C[C@H]([C@@H](CC1)N)O)=O)(C)C